5-fluoro-7-methyl-N-[(1S,2S,3S,5R)-2,6,6-trimethylnorborn-3-yl]-1H-pyrrolo[2,3-c]pyridine-2-carboxamide FC=1C=C2C(=C(N1)C)NC(=C2)C(=O)N[C@@H]2[C@H]([C@H]1C(CC2C1)(C)C)C